CONC1CN(C1)C1=CC(=C2C(C(=CN(C2=N1)C1=NC=NS1)C(=O)O)=O)C 7-[3-(methoxyamino)azetidin-1-yl]-5-methyl-4-oxo-1-(1,2,4-thiadiazol-5-yl)-1,4-dihydro-1,8-naphthyridine-3-carboxylic acid